O=C1NC(CCC1N1C(C2=CC=CC(=C2C1=O)NCC1=CC=C(CN2CCN(CC2)C2=CC=C(C(=O)N)C=C2)C=C1)=O)=O 4-(4-(4-((2-(2,6-dioxopiperidin-3-yl)-1,3-dioxoisoindolin-4-ylamino)methyl)benzyl)piperazin-1-yl)benzamide